NC1=NC=C(C2=C1C(=NN2[C@@H]2CN(CC2)C(C=C)=O)C#CC2=C(C(=CC(=C2F)OC)OC)F)C(C(F)F)=O (S)-1-(3-(4-amino-3-((2,6-difluoro-3,5-dimethoxyphenyl)ethynyl)-7-(2,2-difluoroacetyl)-1H-pyrazolo[4,3-c]pyridin-1-yl)pyrrolidin-1-yl)prop-2-en-1-one